1-decyn-3-ol C#CC(CCCCCCC)O